tert-butyl ((1r,4r)-4-((3-formylphenyl)thio) cyclohexyl)carbamate C(=O)C=1C=C(C=CC1)SC1CCC(CC1)NC(OC(C)(C)C)=O